N2-(1-(6-nitrobenzo[d][1,3]dioxol-5-yl)ethyl)oxycarbonylguanosine [N+](=O)([O-])C=1C(=CC2=C(OCO2)C1)C(C)OC(=O)NC=1NC(C=2N=CN([C@H]3[C@H](O)[C@H](O)[C@@H](CO)O3)C2N1)=O